FC1(C2(CN(C2)C\C=C\C(=C=O)OC)CCN(C1)C(=O)OC(C)(C)C)F tert-butyl (E)-5,5-difluoro-2-(4-methoxy-4-carbonyl-but-2-en-1-yl)-2,7-diazaspiro[3.5]nonane-7-carboxylate